C1(=C(C(=C(C(=C1[2H])[2H])[2H])[2H])[2H])C=1C=C2C=3C4=C(C=CC3NC2=CC1)C1=C(O4)C=CC=C1 2-phenyl-d5-5H-benzofuro[3,2-c]carbazole